N-(1-hydroxybutyl)acrylamide Methyl-8-bromo-6-chloroimidazo[1,2-b]pyridazine-2-carboxylate COC(=O)C=1N=C2N(N=C(C=C2Br)Cl)C1.OC(CCC)NC(C=C)=O